N1N=CC(=C1)C=1C=C2C=C(C=NC2=CC1)C(=O)N 6-(1H-pyrazol-4-yl)quinoline-3-carboxamide